COC=1C=C2C(=C(C=NC2=CC1OC)C(=O)N)N1CCC(CC1)CCNS(N)(=O)=O 6,7-dimethoxy-4-(4-(2-(sulfamoylamino)ethyl)piperidin-1-yl)quinoline-3-carboxamide